(2r,5s)-5-[2-(4-chlorophenoxy)propanamido]-2-{5-[4-(trifluoromethyl)phenyl]-1,3,4-oxadiazol-2-yl}piperidine-1-carboxylic acid tert-butyl ester C(C)(C)(C)OC(=O)N1[C@H](CC[C@@H](C1)NC(C(C)OC1=CC=C(C=C1)Cl)=O)C=1OC(=NN1)C1=CC=C(C=C1)C(F)(F)F